4-(3-(hydroxymethyl)phenyl)-N,N-dimethyl-6-oxo-1,6-dihydropyridine-3-carboxamide OCC=1C=C(C=CC1)C=1C(=CNC(C1)=O)C(=O)N(C)C